L-prolyl-L-glutamyl-L-alanyl-L-asparaginyl-L-glutaminyl-L-valyl-glycyl-amine N1[C@@H](CCC1)C(=O)N[C@@H](CCC(=O)O)C(=O)N[C@@H](C)C(=O)N[C@@H](CC(N)=O)C(=O)N[C@@H](CCC(N)=O)C(=O)N[C@@H](C(C)C)C(=O)NCC(=O)N